2-bromo-5-(4-methoxyphenyl)-1,3,4-oxadiazole BrC=1OC(=NN1)C1=CC=C(C=C1)OC